4-amino-1-(2-methylpyridin-3-yl)-7-(tetrahydrofuran-3-yl)pyrido[2,3-d]pyrimidin-2(1H)-one NC=1C2=C(N(C(N1)=O)C=1C(=NC=CC1)C)N=C(C=C2)C2COCC2